C(C)OC(=O)C=1C(C=C2N(CCC3=CC=C(C=C23)C=2SC=CN2)C1)=O 2-oxo-10-(thiazol-2-yl)-6,7-dihydro-2H-pyrido[2,1-a]Isoquinoline-3-carboxylic acid ethyl ester